2-methoxy-4-[(E)-[(5-methyl-1,1-dioxo-1,2-benzothiazol-3-yl)-(2-morpholinoethyl)hydrazono]methyl]phenolate hydrochloride Cl.COC1=C(C=CC(=C1)/C=N/N(CCN1CCOCC1)C1=NS(C2=C1C=C(C=C2)C)(=O)=O)[O-]